CN(C)CCCNC(C(=C)C)=O N-(dimethylaminopropyl)methacrylamide